(3-phenyltetrahydrofuran-3-yl)methanol C1(=CC=CC=C1)C1(COCC1)CO